N-[3-chloro-4-[4-[(2S)-2,5-dihydro-1H-pyrrole-2-carbonyl]piperazine-1-carbonyl]phenyl]-5-(2,3-difluoro-4-methoxy-phenyl)-1-methyl-imidazole-2-carboxamide ClC=1C=C(C=CC1C(=O)N1CCN(CC1)C(=O)[C@H]1NCC=C1)NC(=O)C=1N(C(=CN1)C1=C(C(=C(C=C1)OC)F)F)C